1-bromo-4,4-difluorocycloheptane BrC1CCC(CCC1)(F)F